ClC=1C=2C(N=C3N(C2C=CC1)C1=CC=C(C=C1C31CCCCC1)C1CC(CCC1)CO)=O 4'-chloro-9'-(3-(hydroxymethyl)cyclohexyl)-5'H-spiro[cyclohexane-1,7'-indolo[1,2-a]quinazolin]-5'-one